COC(C)(C)N 2-methoxy-2-propylamine